(1R,5S)-N,N-Dimethyl-3-azabicyclo[3.1.0]hexan-1-amine CN([C@]12CNC[C@@H]2C1)C